ClC=1C=C2C(=NC1)NC(=C2)C(=O)NC(C(=O)O)CC2=C(C=C(C=C2)C#N)F 2-(5-chloro-1H-pyrrolo[2,3-b]pyridine-2-carboxamido)-3-(4-cyano-2-fluorophenyl)propanoic acid